(E)-4-((phenylimino)methyl)-1H-indazol-5-ol C1(=CC=CC=C1)\N=C\C1=C2C=NNC2=CC=C1O